3-(5-Ethyl-1,3-thiazol-2-yl)-5-{[(2R)-4-methylmorpholin-2-yl]methoxy}-N-{(1R)-1-[6-(trifluoromethyl)pyridazin-3-yl]ethyl}benzamide C(C)C1=CN=C(S1)C=1C=C(C(=O)N[C@H](C)C=2N=NC(=CC2)C(F)(F)F)C=C(C1)OC[C@H]1CN(CCO1)C